C(C1=CC=CC=C1)OC[C@@H](CO[Si](C1=CC=CC=C1)(C1=CC=CC=C1)C(C)(C)C)NC(C1=C(C(=CC=C1)[N+](=O)[O-])F)=O (S)-N-(1-(benzyloxy)-3-((tert-butyldiphenylsilyl)oxy)propan-2-yl)-2-fluoro-3-nitrobenzamide